NN1C(SCC1=O)=S N-aminorhodanine